2,5,6-trimethyl-3-ethyl-4-butoxyphenol CC1=C(C(=C(C(=C1CC)OCCCC)C)C)O